ClC=1C=C(C=C(C1)OCC1=C(C=CC=C1)Cl)N1C(N(C(C(=C1)C=1C(NC=CC1)=O)=O)C=1C=NC=CC1)=O 1-[3-chloro-5-[(2-chlorophenyl)methoxy]phenyl]-5-(2-oxo-1H-pyridin-3-yl)-3-(3-pyridyl)pyrimidine-2,4-dione